3-(sec-butyl)-2-oxo-N-(2-oxo-5-(trifluoromethyl)-1,2-dihydropyridin-3-yl)-1,2,3,5-tetrahydro-4H-benzo[1,4]diazepine-4-carboxamide C(C)(CC)C1C(NC2=C(CN1C(=O)NC=1C(NC=C(C1)C(F)(F)F)=O)C=CC=C2)=O